OCC1CCC(CC1)C=1SC2=C(N1)C=C(C(=C2)NC(=O)C2=NC(=CC=C2)C(F)(F)F)C(C([2H])([2H])[2H])(C([2H])([2H])[2H])O 2-N-[2-[4-(hydroxymethyl)cyclohexyl]-5-[2,2,2-trideuterio-1-hydroxy-1-(trideuteriomethyl)ethyl]-1,3-benzothiazol-6-yl]-6-(trifluoromethyl)pyridine-2-carboxamide